(2-methyl-5-(4,4,5,5-tetramethyl-1,3,2-dioxaborolane-2-yl)-2,3-Dihydrobenzofuran-2-yl)methanol CC1(OC2=C(C1)C=C(C=C2)B2OC(C(O2)(C)C)(C)C)CO